C1(CC1)CN1C=CC2=NNC(C(=C21)C=2C=NC(=CC2)C2CC2)=O 5-(cyclopropylmethyl)-4-(6-cyclopropylpyridin-3-yl)-2,5-dihydro-3H-pyrrolo[3,2-c]pyridazin-3-one